Methyl 2-[(7-hydroxy-3,7-dimethyloctylidene)amino]benzoate OC(CCCC(CC=NC1=C(C(=O)OC)C=CC=C1)C)(C)C